1-{4-[5-(3-Chloro-4-propyl-phenyl)-[1,2,4]-oxadiazol-3-yl]-benzyl}-4-methyl-piperidine-4-carboxylic acid ClC=1C=C(C=CC1CCC)C1=NC(=NO1)C1=CC=C(CN2CCC(CC2)(C(=O)O)C)C=C1